OC1(CC(C1)C(=O)O)C (cis)-3-hydroxy-3-methylcyclobutanecarboxylic acid